FC1(C=2N(CCC1)N=C(C2)NC(C2=CC(=C(C=C2)C)C#CC=2C=NC=CC2)=O)F N-(4,4-difluoro-6,7-dihydro-5H-pyrazolo[1,5-a]pyridin-2-yl)-4-methyl-3-[2-(3-pyridyl)ethynyl]benzamide